2,3,4,7,8,9,10,11,12,13,14,15,16,17-tetradecahydro-1H-cyclopenta[a]phenanthren-3-yl (3-((tert-butoxycarbonyl)amino)butyl)(4-((3-((tert-butoxycarbonyl)amino)butyl)amino)butyl)carbamate C(C)(C)(C)OC(=O)NC(CCN(C(OC1CCC2C3CCC4CCCC4C3CC=C2C1)=O)CCCCNCCC(C)NC(=O)OC(C)(C)C)C